ethyl 3-{1-[4-(benzyloxy)butyl]-4-methyl-1H-benzotriazol-5-yl}-3-(3-{[6-(benzyloxy)-2,2-dioxo-2H-1,2λ6,3-benzoxathiazin-3(4H)-yl]methyl}-5-methoxy-4-methylphenyl)propanoate C(C1=CC=CC=C1)OCCCCN1N=NC2=C1C=CC(=C2C)C(CC(=O)OCC)C2=CC(=C(C(=C2)OC)C)CN2S(OC1=C(C2)C=C(C=C1)OCC1=CC=CC=C1)(=O)=O